4-{8-[(2-cyano-2-methylideneethyl)amino]-7-ethoxynaphthalen-2-yl}-N-(1-methylpiperidin-4-yl)pyrimidine-2-carboxamide C(#N)C(CNC=1C(=CC=C2C=CC(=CC12)C1=NC(=NC=C1)C(=O)NC1CCN(CC1)C)OCC)=C